2-oxo-N-(1H-pyrazolo[4,3-c]pyridin-7-yl)-2-[(2S,5R)-4-(2,2-dimethylpropanoyl)-5-methyl-2-[4-(4-methylpiperazin-1-yl)phenyl]piperazin-1-yl]acetamide O=C(C(=O)NC=1C2=C(C=NC1)C=NN2)N2[C@H](CN([C@@H](C2)C)C(C(C)(C)C)=O)C2=CC=C(C=C2)N2CCN(CC2)C